C(C=C)(=O)OCCC(C)OC 3-Methoxybutyl acrylate